(R)-ethyl 2-(2-((6-bromo-2,3-dihydro-1H-inden-1-yl)oxy)-4-methoxyphenyl)acetate BrC1=CC=C2CC[C@H](C2=C1)OC1=C(C=CC(=C1)OC)CC(=O)OCC